CO[C@H]1[C@@](O[C@@H]([C@H]1O)CO)(N1C(=O)N=C(N)C=C1)C1[C@H](O)[C@@H](O)[C@H](O1)CO O-methyl-xylofuranosylcytidine